Trimethylol-ethan C(O)C(C)(CO)CO